C(N)(=O)C1=CC(=C(OCC=2C3=C(SC2C(=O)OCC)C=CC=C3Cl)C=C1)C#N Ethyl 3-((4-carbamoyl-2-cyanophenoxy)methyl)-4-chlorobenzo[b]thiophene-2-carboxylate